C1=CC(=CC=2C3=CC=CC=C3NC12)/C=C/C=1C=CC=2NC3=CC=CC=C3SC2C1 (E)-3-(2-(9H-carbazol-3-yl)vinyl)-10H-phenothiazine